N1(CCCC1)C1CCCCCCC1=O pyrrolidinylcyclooctan-8-one